OC=1C=C2C(=C(C=NC2=CC1)S(=O)(=O)N1CCOCC1)NC1=C(C(=O)OC)C=CC=C1 methyl 2-[(6-hydroxy-3-morpholinosulfonyl-4-quinolyl)amino]benzoate